3-(4-((8-(4-(3-(4-chloro-3-ethyl-1H-pyrrolo[2,3-b]pyridin-5-yl)phenyl)-3-oxopiperazin-1-yl)-8-oxooctyl)oxy)-1-oxoisoindolin-2-yl)-1-methylpiperidine-2,6-dione ClC1=C2C(=NC=C1C=1C=C(C=CC1)N1C(CN(CC1)C(CCCCCCCOC1=C3CN(C(C3=CC=C1)=O)C1C(N(C(CC1)=O)C)=O)=O)=O)NC=C2CC